C1(CC1)N(C=1C2=C(N=C(N1)OC[C@]13CCCN3C[C@@H](C1)F)C(=C(N=C2)C2=CC(=CC1=CC=C(C(=C21)C#C)F)O)F)C 4-(4-(cyclopropyl(methyl)amino)-8-fluoro-2-(((2R,7aS)-2-fluorotetrahydro-1H-pyrrolizin-7a(5H)-yl)methoxy)pyrido[4,3-d]pyrimidin-7-yl)-5-ethynyl-6-fluoronaphthalen-2-ol